BrC1=CC=C(C=C1)[C@]12[C@](C3=C(C=NC=C3OC)O1)([C@@H]([C@@H]([C@H]2C2=CC=CC=C2)SC2=NC=CC=C2)O)O |r| rac-(4bS,5S,6R,7S,7aR)-7a-(4-bromophenyl)-4-methoxy-7-phenyl-6-(pyridin-2-ylthio)-5,6,7,7a-tetrahydro-4bH-cyclopenta[4,5]furo[2,3-c]pyridine-4b,5-diol